COC=1C(C(C1NCC1=CC=C(C=C1)C1=NOC(=N1)C(F)(F)F)=O)=O 3-methoxy-4-((4-(5-(trifluoromethyl)-1,2,4-oxadiazol-3-yl)benzyl)amino)cyclobut-3-ene-1,2-dione